5-MethoxySalicylic Acid COC1=CC=C(C(C(=O)O)=C1)O